((((S)-1-(dimethylamino)-3-(2-(3-methoxyphenethyl) phenoxy) propan-2-yl) oxy) methyl) (E)-(((chlorofluoromethylene) amino) oxy) fluorophosphate P(=O)(OCO[C@@H](CN(C)C)COC1=C(C=CC=C1)CCC1=CC(=CC=C1)OC)(OO/N=C(\F)/Cl)F